(Rac)-(4-amino-1,3-dihydrofuro[3,4-c][1,7]naphthyridin-8-yl)((4aR,9bR)-7-(trifluoromethyl)-2,3,4,4a,5,9b-hexahydro-1H-indeno[1,2-b]pyridin-1-yl)methanone NC1=NC=2C=NC(=CC2C2=C1COC2)C(=O)N2[C@@H]1[C@H](CCC2)CC2=CC(=CC=C21)C(F)(F)F |r|